N-(3-phenoxybenzyl)-9H-pyrido[3,4-b]indol-3-amine O(C1=CC=CC=C1)C=1C=C(CNC2=CC3=C(NC4=CC=CC=C34)C=N2)C=CC1